O1C(CCCC1)OC1CC=2N(CC1)N=CC2 5-((tetrahydro-2H-pyran-2-yl)oxy)-4,5,6,7-tetrahydropyrazolo[1,5-a]pyridine